3-[4-(4-methylpiperazin-1-yl)-1-piperidyl]-6-[5-(6-methyl-2-pyridyl)-1H-triazol-4-yl]quinoline CN1CCN(CC1)C1CCN(CC1)C=1C=NC2=CC=C(C=C2C1)C=1N=NNC1C1=NC(=CC=C1)C